C(C(=O)O)(=O)O.COCCNN (2-methoxyethyl)hydrazine ethanedioate